5-chloro-2-methyl-N-((1r,4r)-4-((3-(2-(oxazol-5-yl)pyridin-4-yl)-2-oxo-2,3-dihydro-1H-benzo[d]imidazol-1-yl)methyl)cyclohexyl)nicotinamide ClC=1C=NC(=C(C(=O)NC2CCC(CC2)CN2C(N(C3=C2C=CC=C3)C3=CC(=NC=C3)C3=CN=CO3)=O)C1)C